(methoxycarbonyl)cyclobutyl benzoate C(C1=CC=CC=C1)(=O)OC1(CCC1)C(=O)OC